3,3-dimethyl-1-butanol CC(CCO)(C)C